O1C(OCC1)C(C=C)C 3-(1,3-dioxolan-2-yl)-3-methyl-1-propene